ClC1=C(C(=CC=C1)C#N)CN1C[C@@H](N(C[C@H]1C)C1=CC(N(C=2C=CC(=NC12)C#N)C)=O)C 8-[(2s,5r)-4-[(2-chloro-6-cyanophenyl)methyl]-2,5-dimethylpiperazin-1-yl]-5-methyl-6-oxo-5,6-dihydro-1,5-naphthyridine-2-carbonitrile